O1COCC(C1)(CO)CO 1,3-dioxane-5,5-dimethanol